cobalt titanium antimony [Sb].[Ti].[Co]